2,5-dinitro-4-tert-butyl-benzoic acid [N+](=O)([O-])C1=C(C(=O)O)C=C(C(=C1)C(C)(C)C)[N+](=O)[O-]